CC1=NC=C2N1C=C(C=C2)C2=NC(=NC(=N2)NC(C)(C)C=2NC=C(N2)C(F)(F)F)N 6-(3-methylimidazo[1,5-a]pyridin-6-yl)-N2-(2-(4-(trifluoromethyl)-1H-imidazol-2-yl)propan-2-yl)-1,3,5-triazine-2,4-diamine